(2S,5'R)-7-chloro-1',4-dimethoxy-5'-methyl-3,3'-dioxo-spiro[benzofuran-2,6'-cyclohexene]-6-carbaldehyde ClC1=C(C=C(C=2C([C@@]3([C@@H](CC(C=C3OC)=O)C)OC21)=O)OC)C=O